(S)-N-(4-amidinobenzyl)-1-((2R,4S)-4-phenylpiperidine-2-carbonyl)azetidine-2-carboxamide trifluoroacetate FC(C(=O)O)(F)F.C(N)(=N)C1=CC=C(CNC(=O)[C@H]2N(CC2)C(=O)[C@@H]2NCC[C@@H](C2)C2=CC=CC=C2)C=C1